2,5-diallyl-terephthalaldehyde C(C=C)C1=C(C=O)C=C(C(=C1)C=O)CC=C